NCCNCCC[Si](OCC)(OCC)C N-(aminoethyl)-gamma-aminopropyl-methyl-diethoxysilane